4-((S)-2-(dimethylamino)-3-((S)-3-(pyridin-3-yl)-3-(1-(trifluoromethyl)cyclopropyl)propanamido)propyl)-2-fluoro-N,3-dimethylbenzamide CN([C@@H](CC1=C(C(=C(C(=O)NC)C=C1)F)C)CNC(C[C@H](C1(CC1)C(F)(F)F)C=1C=NC=CC1)=O)C